FC(CC(C(CC(C(CC(F)(F)F)CC(F)(F)F)=O)=O)CC(F)(F)F)(F)F 1,1,1,9,9,9-hexafluoro-3,7-bis(2,2,2-trifluoroethyl)nonane-4,6-dione